4-(p-methoxyphenyl)-2,6-bis-(trichloromethyl)-s-triazine COC1=CC=C(C=C1)C1=NC(=NC(=N1)C(Cl)(Cl)Cl)C(Cl)(Cl)Cl